methyl 3-bromo-1-(difluoromethyl)-1H-indazole-6-carboxylate BrC1=NN(C2=CC(=CC=C12)C(=O)OC)C(F)F